CN1C(=NN=C1)SC(C)C=1C=C(C=CC1)C1=CC(=NO1)C1=CC=CC=C1 5-(3-(1-((4-methyl-4H-1,2,4-triazol-3-yl)thio)ethyl)phenyl)-3-phenylisoxazole